Ethyl 2-(1,2-thiazol-4-yl)-2H-1,2,3-triazole-4-carboxylate Ethyl-(2E,3E)-3-(hydroxyimino)-2-[2-(1,2-thiazol-4-yl)hydrazinylidene]propanoate C(C)OC(/C(/C=N/O)=N/NC=1C=NSC1)=O.S1N=CC(=C1)N1N=CC(=N1)C(=O)OCC